tert-butyl N-[2-[(4R)-4-benzyloxy-5,5,5-trifluoro-4-[5-[6-hydroxy-3-nitro-5-(trifluoromethyl)-2-pyridyl]-1,3,4-oxadiazol-2-yl]pentoxy]-2-methyl-propyl]carbamate C(C1=CC=CC=C1)O[C@@](CCCOC(CNC(OC(C)(C)C)=O)(C)C)(C(F)(F)F)C=1OC(=NN1)C1=NC(=C(C=C1[N+](=O)[O-])C(F)(F)F)O